ClC1=NC(=C(C(=N1)NCCC1=CNC2=CC=CC=C12)OCCNC(C)C)Cl 2,6-dichloro-N-[2-(1H-indol-3-yl)ethyl]-5-[2-(isopropylamino)ethoxy]pyrimidin-4-amine